2-{[4-({6-[(4-cyano-2-fluorophenoxy)methyl]-3-fluoropyridin-2-yl}oxy)piperidin-1-yl]methyl}-1-{[(2S)-oxetan-2-yl]methyl}-1H-1,3-benzodiazole-6-carboxylic acid C(#N)C1=CC(=C(OCC2=CC=C(C(=N2)OC2CCN(CC2)CC2=NC3=C(N2C[C@H]2OCC2)C=C(C=C3)C(=O)O)F)C=C1)F